C(C)C=1C(C2=C(C=CC(=C2C(C1CC1=NC=C(C=C1)CC(F)(F)F)=O)F)F)=O ethyl-5,8-difluoro-3-((5-(2,2,2-trifluoroethyl)pyridin-2-yl)methyl)naphthalene-1,4-dione